COC(=O)N1[C@H](CCC2=C(C(=CC=C12)N[C@H]1C[C@@H](CCC1)C(=O)OC)[N+](=O)[O-])C (2S)-6-[[(1R,3R)-3-(methoxycarbonyl)cyclohexyl]amino]-2-methyl-5-nitro-1,2,3,4-tetrahydroquinoline-1-carboxylic acid methyl ester